O=C1C(COC1)C(=O)O 4-OXO-TETRAHYDROFURAN-3-CARBOXYLIC ACID